N-methyl-N-pentyl-piperidinium tetrafluoroborate F[B-](F)(F)F.C[N+]1(CCCCC1)CCCCC